2,6-dichloro-3-(methyl-(quinazolin-2-yl)amino)benzoic acid ClC1=C(C(=O)O)C(=CC=C1N(C1=NC2=CC=CC=C2C=N1)C)Cl